BrN1C=CC=2C1=[N+](C=CC2)[O-] bromo-1H-pyrrolo[2,3-b]pyridine 7-oxide